1-cyclohexene-1-carboxylic acid trifluoroacetate salt FC(C(=O)O)(F)F.C1(=CCCCC1)C(=O)O